NC1=C2C(=NC=N1)N(N=C2C#CC=2C(=CC1=C(N=C(S1)CC)C2)F)[C@@H]2CN(CC2)C(C=C)=O (S)-1-(3-(4-amino-3-((2-ethyl-6-fluorobenzo[d]thiazol-5-yl)ethynyl)-1H-pyrazolo[3,4-d]pyrimidin-1-yl)pyrrolidin-1-yl)prop-2-en-1-one